4-(4-chloro-3-methoxyphenethyl)piperidine ClC1=C(C=C(CCC2CCNCC2)C=C1)OC